N1(CCOCC1)C=1C=C2C3=NNC4=CC=C(C(NCCOCCOC(C1)=C2)=O)C=C34 4-(morpholin-4-yl)-7,10-dioxa-13,19,20-triazatetracyclo[13.5.2.12,6.018,21]tricosa-1(20),2,4,6(23),15,17,21-heptaen-14-one